CC1C(C2=CC=CC=C2CC1)(C)C trimethyl-1,2,3,4-tetrahydronaphthalene